(3-(3-(oxetan-3-yl)-2-oxoimidazolin-1-yl)piperidin-1-yl)-3-((4-(2-oxo-7-azaspiro[3.5]nonan-7-yl)phenyl)amino)pyrazine-2-carboxamide O1CC(C1)N1C(N(CC1)C1CN(CCC1)C=1N=C(C(=NC1)C(=O)N)NC1=CC=C(C=C1)N1CCC2(CC(C2)=O)CC1)=O